C(C)OC(C(CC(C12OCC(CC1)(CC2)COC2OCCCC2)=O)=O)=O 2,4-dioxo-4-(4-(((tetrahydro-2H-pyran-2-yl)oxy)methyl)-2-oxabicyclo[2.2.2]oct-1-yl)butanoic acid ethyl ester